1-(2-(3-acetyl-6-methoxy-1H-indol-1-yl)acetyl)piperidine-4-carboxylic acid C(C)(=O)C1=CN(C2=CC(=CC=C12)OC)CC(=O)N1CCC(CC1)C(=O)O